BrC1=CC=C2C=CC(=CC2=C1)[C@@H]1N(C[C@H](CC1)C)C(=O)OC(C)(C)C (2R,5S)-tert-butyl 2-(7-bromonaphthalen-2-yl)-5-methylpiperidine-1-carboxylate